(S)-4-((4-amino-2-(pentan-2-yloxy)imidazo[2,1-f][1,2,4]triazin-7-yl)methyl)-1-(piperidin-4-yl)pyridin-2(1H)-one NC1=NC(=NN2C1=NC=C2CC2=CC(N(C=C2)C2CCNCC2)=O)O[C@@H](C)CCC